(S)-2-amino-3-(7-(benzyloxy)-1-hydroxy-1,3-dihydrobenzo[c][1,2]oxaborol-4-yl)propanoic acid N[C@H](C(=O)O)CC1=CC=C(C=2B(OCC21)O)OCC2=CC=CC=C2